C1(CC1)NC(C(C(C[C@H]1C(NCC1)=O)NC(CCC(C)(C)C)=O)=O)=O N-(4-(cyclopropylamino)-3,4-dioxo-1-((S)-2-oxopyrrolidin-3-yl)butan-2-yl)-4,4-dimethylpentanamide